(R)-7-bromo-6-fluoro-10-isopropyl-2-methyl-9,10-dihydro-8-oxa-2,4,10a-triazanaphtho[2,1,8-cde]azulene-1(2H)-one BrC1=C(C=C2N=CC=3N(C(N4[C@@H](COC1=C2C34)C(C)C)=O)C)F